cyanogen selenium [Se].N#CC#N